azabicyclo[3.1.0]hexan-1-amine C12(NCCC2C1)N